NC1=NC(=CC(=C1)C1=CC=C(C(=O)OC(C)(C)C)C=C1)C tert-butyl 4-(2-amino-6-methyl-4-pyridyl)benzoate